2-[1,3-Benzodioxol-5-ylmethyl-[(4-ethoxy-phenyl)methyl]amino]ethanehydroxamic acid O1COC2=C1C=CC(=C2)CN(CC(=O)NO)CC2=CC=C(C=C2)OCC